1-[(1S,4S)-5-[4-[3-chloro-4-(2,2-difluoroethoxy)anilino]pyrido[3,2-d]pyrimidin-6-yl]-2,5-diazabicyclo[2.2.1]heptan-2-yl]prop-2-en-1-one ClC=1C=C(NC=2C3=C(N=CN2)C=CC(=N3)N3[C@@H]2CN([C@H](C3)C2)C(C=C)=O)C=CC1OCC(F)F